2-(tert-butyl)5-methyl-heptane-2,5-dicarboxylic acid C(C)(C)(C)C(C)(CCC(CC)(C(=O)O)C)C(=O)O